3-cyclopropyl-5-[(2,2-dioxo-3,4-dihydro-1H-2λ6,1,3-benzothiadiazin-7-yl)oxy]-1-(2-fluoro-4-iodophenyl)-6,8-dimethylpyrido[2,3-d]pyrimidine-2,4,7-trione C1(CC1)N1C(N(C2=C(C1=O)C(=C(C(N2C)=O)C)OC2=CC1=C(CNS(N1)(=O)=O)C=C2)C2=C(C=C(C=C2)I)F)=O